BrC1=CC(=C(C=O)C=C1)OC 4-bromo-2-methoxy-benzaldehyde